N[C@@H](C(=O)O)CNC(C1=CC(=CC(=C1)F)C=1C=NOC1CC)=O (R)-2-amino-3-(3-(5-ethylisoxazol-4-yl)-5-fluorobenzamido)propanoic acid